3-bromo-2-(4-fluorophenyl)-6-methyl-4H,6H,7H-pyrazolo[3,2-c][1,4]oxazine BrC=1C(=NN2C1COC(C2)C)C2=CC=C(C=C2)F